tert-Butyl (2S)-4-[6-{[(1S)-1-cyclopropyl-2,2,2-trifluoroethyl]carbamoyl}-3-fluoro-5-oxo-8-(2,4,6-trifluorophenyl)-5,8-dihydro-1,8-naphthyridin-2-yl]-2-methylpiperazine-1-carboxylate C1(CC1)[C@@H](C(F)(F)F)NC(=O)C=1C(C=2C=C(C(=NC2N(C1)C1=C(C=C(C=C1F)F)F)N1C[C@@H](N(CC1)C(=O)OC(C)(C)C)C)F)=O